methyl (R)-3-(1-((tert-butoxycarbonyl) amino)-8-azaspiro[4.5]dec-8-yl)-6-((2,3-dichloropyridin-4-yl) thio)-5-methylpyrazine-2-carboxylate C(C)(C)(C)OC(=O)N[C@@H]1CCCC12CCN(CC2)C=2C(=NC(=C(N2)C)SC2=C(C(=NC=C2)Cl)Cl)C(=O)OC